4-amino-N,1-dimethyl-N-((1R)-1-(4'-(pentafluoro-λ6-sulfanyl)[biphenyl]-4-yl)ethyl)-1H-pyrazolo[4,3-c]quinoline-8-carboxamide NC1=NC=2C=CC(=CC2C2=C1C=NN2C)C(=O)N([C@H](C)C2=CC=C(C=C2)C2=CC=C(C=C2)S(F)(F)(F)(F)F)C